2-[1H-benzimidazol-2-yl-[5-fluoro-2-(methoxymethoxy)phenyl]methyl]-6-bromo-isoindolin-1-one N1C(=NC2=C1C=CC=C2)C(N2C(C1=CC(=CC=C1C2)Br)=O)C2=C(C=CC(=C2)F)OCOC